Methyl 1-(4-methoxy-2-nitrophenoxy)cyclopropane-1-carboxylate COC1=CC(=C(OC2(CC2)C(=O)OC)C=C1)[N+](=O)[O-]